3-methyl-5-(N-phenylethylsulfamoyl)benzofuran-2-carboxylic acid ethyl ester C(C)OC(=O)C=1OC2=C(C1C)C=C(C=C2)S(NCCC2=CC=CC=C2)(=O)=O